3,4-dimethyl-pyrrolidine-2,5-dione CC1C(NC(C1C)=O)=O